FC=1C(=C(C=C(C1)CC(F)(F)F)C(C(=O)O)N1C[C@@H](CC1)N(CCCCCC1=NC=2NCCCC2C=C1)C)OC 2-(3-fluoro-2-methoxy-5-(2,2,2-trifluoroethyl)phenyl)-2-((R)-3-(methyl(5-(5,6,7,8-tetrahydro-1,8-naphthyridin-2-yl)pentyl)amino)pyrrolidin-1-yl)acetic acid